C(C)(C)(C)OC(N(C)C1CC(C1)C1=CC=C(C=C1)C(C)C)=O (3-(4-isopropylphenyl)cyclobutyl)(methyl)carbamic acid tert-butyl ester